N(=[N+]=[N-])C1=CC=C2C(=C(C(OC2=C1)=O)CC(=O)ON1C(C(CC1=O)S(=O)(=O)O)=O)C sulfo-succinimidyl 7-azido-4-methylcoumarin-3-acetate